4-(4-amino-3-fluorophenoxy)pyridine-2-carboxylic acid NC1=C(C=C(OC2=CC(=NC=C2)C(=O)O)C=C1)F